dimethyl-((4-methylpiperidin-3-yl)imino)-lambda6-Sulfane C[SH2](=NC1CNCCC1C)C